2-(6-(((1S,4S,5S,6S)-6-fluoro-2-methyl-2-azabicyclo[2.2.1]heptan-5-yl)oxy)pyridazin-3-yl)-5-(1H-imidazol-1-yl)phenol F[C@@H]1[C@H]([C@@H]2CN([C@H]1C2)C)OC2=CC=C(N=N2)C2=C(C=C(C=C2)N2C=NC=C2)O